OCCN(CCO)CCCCCCO[Si](OC(OCCCCCCCC\C=C/CCCCCCCC)CCCCCCCCCCCCC(CC)C)(C)C (Z)-3-(2-hydroxyethyl)-11,11-dimethyl-13-(13-methylpentadecyl)-10,12,14-trioxa-3-aza-11-siladotriacont-23-en-1-ol